CCCC[C@@H](C(=O)O)NC N-α-Methyl-L-norleucine